C(C=C)/C(=C(/C(=O)[O-])\CC=C)/C(=O)[O-] Diallylmaleat